NC=1C(=NC=C(N1)N1CCC2([C@@H]([C@@H](OC2)C)N)CC1)SC=1C(=C2C(N(C=NC2=CC1)CCOC)=O)Cl 6-((3-amino-5-((3S,4S)-4-amino-3-methyl-2-oxa-8-azaspiro[4.5]decan-8-yl)pyrazin-2-yl)thio)-5-chloro-3-(2-methoxyethyl)quinazolin-4(3H)-one